BrC=1C=C2CCN(C2=CC1)C=1C(N(C=CC1)C)=O 3-(5-bromoindolin-1-yl)-1-methylpyridin-2(1H)-one